FC=1C=C2C3=C(COC2=CC1)C=C(C(=C3)C(=O)O)O 2-fluoro-8-hydroxy-6H-benzo[c]chromene-9-carboxylic acid